N-oleyl-N-methyl-ammonium chloride [Cl-].C(CCCCCCC\C=C/CCCCCCCC)[NH2+]C